C(C)C1(CCCC1)OC(=O)C1C2C3C4C=CC(C3C(C1)C2)C4 8-(1-ethylcyclopentyloxycarbonyl)-tetracyclo[4.4.0.12,5.17,10]-3-dodecene